4-benzyl-N-[5-(2,2-difluoroethoxy)-3-fluoropyridin-2-yl]-1H-pyrrole-3-sulfonamide C(C1=CC=CC=C1)C=1C(=CNC1)S(=O)(=O)NC1=NC=C(C=C1F)OCC(F)F